O=C1NC(CCC1N1C(C2=CC=C(C(=C2C1)F)[C@H]1[C@H](CN(CC1)C(=O)OC(C)(C)C)F)=O)=O (3r,4s)-tert-butyl 4-(2-(2,6-dioxopiperidin-3-yl)-4-fluoro-1-oxoisoindolin-5-yl)-3-fluoropiperidine-1-carboxylate